ClC=1C(=C(C=CC1F)[C@H](NC(=O)N1[C@@H](C(NCC1)=O)C)C1C[C@H]2C([C@H]2C1)(F)F)F (R)-N-((R)-(3-chloro-2,4-difluorophenyl)((1R,3s,5s)-6,6-difluorobicyclo[3.1.0]hexane-3-yl)methyl)-2-methyl-3-oxopiperazine-1-carboxamide